(S)-1-(5-((1,1-dioxidohexahydro-5H-isothiazolo[2,3-a]pyrazin-5-yl)methyl)benzo[d]isoxazol-3-yl)dihydropyrimidine-2,4(1H,3H)-dione O=S1(CC[C@@H]2N1CCN(C2)CC=2C=CC1=C(C(=NO1)N1C(NC(CC1)=O)=O)C2)=O